2-(2-(4-fluorophenyl)thiazol-4-yl)ethan-1-ol FC1=CC=C(C=C1)C=1SC=C(N1)CCO